6-(4-Amino-2,6-dichloro-phenoxy)-3,4-dihydro-2H-isoquinolin-1-one NC1=CC(=C(OC=2C=C3CCNC(C3=CC2)=O)C(=C1)Cl)Cl